ammonium phosphonate, potassium salt [K+].P([O-])([O-])=O.[NH4+]